NC1=CC=C(OC2=C(C=CC=C2)OC2=CC=C(C=C2)N)C=C1 1,2-bis(4-aminophenoxy)-benzene